palladium disulphate S(=O)(=O)([O-])OS(=O)(=O)[O-].[Pd+2]